NC=1N=C(C2=C(N1)C=CN2CC2=C(C=C(C(=O)OCC)C=C2)OC)Cl ethyl 4-((2-amino-4-chloro-5H-pyrrolo[3,2-d]pyrimidin-5-yl)methyl)-3-methoxybenzoate